NCC1=NN=C(O1)C=1C(=C(C=CC1)C1=C(C(=CC=C1)COC=1C(=CC(=C(OCC=2C=C(C#N)C=CC2)C1)C=O)Cl)C)C 3-((5-((3'-(5-(aminomethyl)-1,3,4-oxadiazol-2-yl)-2,2'-dimethyl-[1,1'-biphenyl]-3-yl)methoxy)-4-chloro-2-formylphenoxy)methyl)benzonitrile